ClC1=CC(=C(C=C1F)[C@H](NC([C@@H]1N(C[C@H](C1)O)C(=O)C1=CC(=NC=C1)C(F)(F)F)=O)C1COC1)F (4S)-N-((R)-(4-chloro-2,5-difluorophenyl)(3-oxetanyl)methyl)-4-hydroxy-1-((2-(trifluoromethyl)-4-pyridinyl)carbonyl)-D-prolinamide